(1S)-N-(7-fluoro-6-(1-((3S,4S)-4-hydroxy-3-methyltetrahydrofuran-3-yl)piperidin-4-yl)isoquinolin-3-yl)-6-oxaspiro[2.5]octane-1-carboxamide FC1=C(C=C2C=C(N=CC2=C1)NC(=O)[C@H]1CC12CCOCC2)C2CCN(CC2)[C@]2(COC[C@H]2O)C